FC(C(=O)O)(F)F.NC=1C(=CC(=C(OCCCC(=O)OCC[Si](C)(C)C)C1)OC)C(=O)N1[C@@H](CCCC1)CO 2-(trimethylsilyl)ethyl (S)-4-(5-amino-4-(2-(hydroxymethyl)piperidine-1-carbonyl)-2-methoxyphenoxy)butanoate trifluoroacetate